NC1=CC(=C(C#N)C=C1F)C 4-Amino-5-fluoro-2-methylbenzonitrile